(Z)-2-(chloromethyl)-6-fluoro-3-iodo-8-(1-(methoxyimino)ethyl)-1-methylquinolin-4(1H)-one ClCC=1N(C2=C(C=C(C=C2C(C1I)=O)F)\C(\C)=N/OC)C